C(C1=CC=CC=C1)OC1=CC(=C(NC2=CC(=CC=C2)SCCCC2CCCCC2)C=C1)C1CC1 4-(Benzyloxy)-N-{3-[(3-cyclohexylpropyl)sulfanyl]phenyl}-2-cyclopropylaniline